3-(3-hydroxyadamantan-1-yl)urea OC12CC3(CC(CC(C1)C3)C2)NC(N)=O